FC(C(=O)O)(F)F.FC(C(=O)O)(F)F.N1N=C(C=C1)NC1=NC(=NC2=CC=C(C(=C12)OCC1(COC1)C)C)C=1C=C(OCC(=O)NC(C)(C)C)C=CC1 2-(3-(4-((1H-Pyrazol-3-yl)amino)-6-methyl-5-((3-methyloxetan-3-yl)methoxy)-quinazolin-2-yl)phenoxy)-N-(tert-butyl)acetamide bistrifluoroacetic acid salt